(5s,8r)-N-(2,4-dichloro-6-(difluoromethyl)benzyl)-5-fluoro-8-hydroxy-5,6,7,8-tetrahydroquinoline-5-carboxamide ClC1=C(CNC(=O)[C@]2(C=3C=CC=NC3[C@@H](CC2)O)F)C(=CC(=C1)Cl)C(F)F